The molecule is a fatty amide obtained from linoleic acid. It has a role as a human metabolite. It derives from a linoleic acid. CCCCC/C=C\\C/C=C\\CCCCCCCC(=O)N